1-(methylsulfonyl)piperidin-3-amine CS(=O)(=O)N1CC(CCC1)N